6-(2,6-dichlorophenyl)-5-ethenyl-2-methansulfonyl-8-methylpyrido[2,3-d]pyrimidin-7-one ClC1=C(C(=CC=C1)Cl)C1=C(C2=C(N=C(N=C2)S(=O)(=O)C)N(C1=O)C)C=C